2-(hydroxyethyl)-p-toluidine OCCC1=C(N)C=CC(=C1)C